BrC(COC1=C(C=CC=C1)OC)C 1-(2-bromopropoxy)-2-methoxybenzene